FC1=C2C(=CNC2=CC=C1)C=1C=C(SC1)C(C(=O)O)CC=O (4-(4-fluoro-1H-indol-3-yl)thiophen-2-yl)-4-oxobutanoic acid